O=C(CCC(=O)NCC#C)C 4-oxo-N-(prop-2-yn-1-yl)pentanamide